3-oxopropanoic acid ditrifluoroacetate FC(C(=O)O)(F)F.FC(C(=O)O)(F)F.O=CCC(=O)O